2-((3-fluoro-5-nitropyridin-2-yl)oxy)cyclopentanol FC=1C(=NC=C(C1)[N+](=O)[O-])OC1C(CCC1)O